Methyl 2-((2-(4-((tert-butoxycarbonyl)amino)but-1-yn-1-yl)-4-fluorophenyl)-amino)-4-(trifluoromethyl)benzoate C(C)(C)(C)OC(=O)NCCC#CC1=C(C=CC(=C1)F)NC1=C(C(=O)OC)C=CC(=C1)C(F)(F)F